C(C)(C)C1=CC=C(C=C1)N1C(N(CC1)C=1C=C2CN(C(C2=CC1)=O)C1C(NC(CC1)=O)=O)=O 3-(5-(3-(4-isopropylphenyl)-2-oxoimidazolidin-1-yl)-1-oxoisoindolin-2-yl)piperidine-2,6-dione